(1-oxa-8-thia-3-aza-dibenzo[e,h]azulen-2-yl)-methanol O1C(=NC=2C3=C(SC4=C(C12)C=CC=C4)C=CC=C3)CO